NC1=NC(=CC=C1C=O)Br 2-AMINO-6-BROMO-PYRIDINE-3-CARBALDEHYDE